C(C)OC(=O)C=1C(NC(NC1C)=O)C1=CC(=C(C=C1)OC(\C=C\C1=C(C=CC=C1)C)=O)OC (E)-ethyl-4-(3-methoxy-4-(3-o-tolylacryloyloxy)phenyl)-6-methyl-2-oxo-1,2,3,4-tetrahydropyrimidine-5-carboxylate